OC=1C=CC=2C[C@@H]3[C@@]4(CCC([C@H]5[C@@]4(C2C1O5)CCN3C)=O)O 4,5α-epoxy-3,14-dihydroxy-17-methylmorphinan-6-one